4-ETHYL-3,5-DIMETHYL-1H-PYRROLE-2-CARBALDEHYDE C(C)C=1C(=C(NC1C)C=O)C